BrC1=C2C(=NC=C1)COC2=O 4-bromo-7H-furo[3,4-b]pyridin-5-one